2-butanol sodium [Na].CC(CC)O